3,4'-Dimethyl-5-oxo-1-phenyl-1,5-dihydro-1'H-spiro[pyrazole-4,2'-quinoline]-6'-carbonitrile CC1=NN(C(C12NC1=CC=C(C=C1C(=C2)C)C#N)=O)C2=CC=CC=C2